IC=1C(=NN2C1CN(CCC2)C(=O)OC(C)(C)C)C(=O)OCC 5-tert-butyl 2-ethyl 3-iodo-7,8-dihydro-4H-pyrazolo[1,5-a][1,4]diazepine-2,5(6H)-dicarboxylate